N-[(cis)-4-hydroxytetrahydro-thiophen-3-yl]-2-(1-methyl-1H-pyrazol-4-yl)-3-oxo-6-[4-(trifluoromethyl)phenyl]-2,3-dihydropyridazine-4-carboxamide O[C@@H]1[C@@H](CSC1)NC(=O)C=1C(N(N=C(C1)C1=CC=C(C=C1)C(F)(F)F)C=1C=NN(C1)C)=O